[Cl-].[N+](=O)([O-])C1=C2C(N(C(C2=CC=C1)=O)[C@H]1C[NH2+]CC1)=O (R)-3-(4-nitro-1,3-dioxoisoindolin-2-yl)pyrrolidin-1-ium chloride